ClC(C1=NC(=NO1)C1=C(C=C(CNOC)C=C1)F)(F)F N-(4-{5-[Chloro(difluoro)methyl]-1,2,4-oxadiazol-3-yl}-3-fluorobenzyl)-O-methylhydroxylamine